(1S,2R,3R,5R)-3-([6-[2-(dimethylcarbamoyl)-5-(methoxymethoxy)-1-benzofuran-6-yl]-1,2,4-triazin-3-yl](methyl)amino)-2-fluoro-8-azabicyclo[3.2.1]Octane-8-carboxylic acid tert-butyl ester C(C)(C)(C)OC(=O)N1[C@@H]2[C@@H]([C@@H](C[C@H]1CC2)N(C)C=2N=NC(=CN2)C2=CC1=C(C=C(O1)C(N(C)C)=O)C=C2OCOC)F